6-amino-9-(4-(aminomethyl)benzyl)-2-(pentylamino)-9H-purin-8-ol NC1=C2N=C(N(C2=NC(=N1)NCCCCC)CC1=CC=C(C=C1)CN)O